OCCNCCN N-mono(hydroxyethyl)ethylenediamine